4-(1H-pyrrol-2-yl)benzonitrile N1C(=CC=C1)C1=CC=C(C#N)C=C1